5-Amino-3-[6-[2-[[3-(2-chloro-4-methoxy-phenyl)isoxazol-5-yl]amino]-2-oxo-ethyl]-3-pyridyl]-1-isopropyl-pyrazole-4-carboxamide NC1=C(C(=NN1C(C)C)C=1C=NC(=CC1)CC(=O)NC1=CC(=NO1)C1=C(C=C(C=C1)OC)Cl)C(=O)N